3-benzoyl-1-(1-(4-hydroxyphenyl)-2-oxopyrrolidin-3-yl)pyrimidine-2,4(1H,3H)-dione C(C1=CC=CC=C1)(=O)N1C(N(C=CC1=O)C1C(N(CC1)C1=CC=C(C=C1)O)=O)=O